4-(ortho-nitrophenyl)-dihydropyridine [N+](=O)([O-])C1=C(C=CC=C1)C1=CCNC=C1